N-(4-(N-(2-amino-4,5,6,7-tetrahydrobenzo[d]thiazol-6-yl)sulfamoyl)naphthalen-1-yl)-2-methylbenzamide NC=1SC2=C(N1)CCC(C2)NS(=O)(=O)C2=CC=C(C1=CC=CC=C21)NC(C2=C(C=CC=C2)C)=O